Ethyl 4-(1-methyl-1H-indazol-6-yl)-2,4-dioxobutanoate CN1N=CC2=CC=C(C=C12)C(CC(C(=O)OCC)=O)=O